chloro-diethylaniline ClC1=C(N(CC)CC)C=CC=C1